C1(=CC=C(C=C1)N1C(=C(C2=C(C(=CC=C12)O)CN1CCCCC1)C(C)=O)C)C1=CC=CC=C1 1-(1-([1,1'-biphenyl]-4-yl)-5-hydroxy-2-methyl-4-(piperidin-1-ylmethyl)-1H-indol-3-yl)ethan-1-one